ClC1=C(C=C2C=C(N=CC2=C1)NC(=O)[C@H]1[C@H]([C@@H]1C1=NC=CC=C1)CC)N1CCN(CC1)[C@]1(COC[C@H]1F)C (1S,2S,3S)-N-[7-chloro-6-[4-((3S,4S)-4-fluoro-3-methyl-tetrahydrofuran-3-yl)piperazin-1-yl]-3-isoquinolyl]-2-ethyl-3-(2-pyridyl)cyclopropanecarboxamide